CN1C=NC=C1C=1C=CC=C2[C@@H](CCOC12)CNC(OC(C)(C)C)=O (R)-tert-butyl (8-(1-methyl-1H-imidazol-5-yl)chroman-4-yl)methylcarbamate